CN1C(N(C2=C1C=NC(=C2C2=CC=CC=C2)C)CC2=C(C=C(C=C2F)S(=O)(=O)N)F)=O 4-((3,6-dimethyl-2-oxo-7-phenyl-2,3-dihydro-1H-imidazo[4,5-c]pyridin-1-yl)methyl)-3,5-difluorobenzenesulfonamide